(2R,6R)-4-(8-iodo-5-quinolyl)-6-methyl-N-(1-methyl-4-piperidyl)morpholine-2-carboxamide IC=1C=CC(=C2C=CC=NC12)N1C[C@@H](O[C@@H](C1)C)C(=O)NC1CCN(CC1)C